C1(CC1)CC1=C(C(=NN1C=1SC=C(N1)C(=O)O)C1=CC(=CC=C1)OC1=CC(=CC=C1)F)CC1=CC=C(C=C1)S(N)(=O)=O 2-(5-(cyclopropylmethyl)-3-(3-(3-fluorophenoxy)phenyl)-4-(4-sulfamoylbenzyl)-1H-pyrazol-1-yl)thiazole-4-carboxylic acid